COC=1C=C(C=CC1OC)C(CC=C)O (3,4-dimethoxy)phenyl-3-buten-1-ol